C1(=CC=CC=C1)[C@@H]1[C@@H](C2=CC=C(C=C2CC1)C(F)(F)F)C1=CC=C(C=C1)N1CCC(CC1)C=O 1-(4-((1R,2S)-2-phenyl-6-(trifluoromethyl)-1,2,3,4-tetrahydronaphthalen-1-yl)phenyl)piperidine-4-carbaldehyde